CC(C1=CC2=C(C=C1)C=C(C=C2)OC)C(=O)O (+)-alpha-methyl-6-methoxy-2-naphthylacetic acid